pyridin-4-yl-9H-purine N1=CC=C(C=C1)C1=NC=C2N=CNC2=N1